C(C1=CC=CC=C1)N1CCC(CC1)(C#N)N(C)CC1=CC=CC=C1 1-benzyl-4-(benzyl-(methyl)amino)piperidine-4-carbonitrile